(2-((S)-4-(4-fluoropyrazolo[1,5-a]pyridin-2-yl)-1,4,6,7-tetrahydro-5H-imidazo[4,5-c]pyridin-5-yl)pyrimidin-5-yl)(4-methoxyphenyl)methanol FC=1C=2N(C=CC1)N=C(C2)[C@H]2N(CCC1=C2N=CN1)C1=NC=C(C=N1)C(O)C1=CC=C(C=C1)OC